7-(amino(2,2-difluorobenzo[d][1,3]dioxol-5-yl)methyl)-5-methylquinolin-8-ol NC(C1=CC(=C2C=CC=NC2=C1O)C)C1=CC2=C(OC(O2)(F)F)C=C1